3-(2-((1S,4S)-4-aminocyclohexyl)acetamido)-N-(4-(N-phenylsulfamoyl)phenyl)benzamide NC1CCC(CC1)CC(=O)NC=1C=C(C(=O)NC2=CC=C(C=C2)S(NC2=CC=CC=C2)(=O)=O)C=CC1